8-[6-(2-ethyl-1H-imidazol-1-yl)pyrazin-2-yl]-2-[6-(trifluoromethyl)pyridin-3-yl]-2,8-diazaspiro[4.5]decane C(C)C=1N(C=CN1)C1=CN=CC(=N1)N1CCC2(CCN(C2)C=2C=NC(=CC2)C(F)(F)F)CC1